CC1OCCC1 D-2-methyltetrahydrofuran